6-amino-2-[(3S,4S)-4-amino-3-methyl-2-oxa-8-azaspiro[4.5]decan-8-yl]-5-(2,3-dichlorophenyl)pyrimidine-4-carboxamide NC1=C(C(=NC(=N1)N1CCC2([C@@H]([C@@H](OC2)C)N)CC1)C(=O)N)C1=C(C(=CC=C1)Cl)Cl